C1(CC1)C1=NC=2N(C=C1)C=C(C(C2C2=CC1=C(OC(O1)(F)F)C=C2)=O)C2=CC1=C(OC(O1)(F)F)C=C2 2-cyclopropyl-7,9-bis(2,2-difluoro-1,3-benzodioxol-5-yl)-8H-pyrido[1,2-a]pyrimidin-8-one